COC1=CC=C(C=C1)C(=C)N1N=CC=C1 1-(1-(4-methoxyphenyl)vinyl)-1H-pyrazole